ClC1=C(C=C(C=C1)N(C(=O)C=1C=CC=2N(C1)C(=CN2)C2=CC=C(C=C2)NC(OC)=O)C)F methyl N-[4-[6-[(4-chloro-3-fluoro-phenyl)-methyl-carbamoyl]imidazo[1,2-a]pyridin-3-yl]phenyl]carbamate